N-(3-(2,6-dioxopiperidin-3-yl)phenyl)-7-(piperidin-1-yl)heptylamide O=C1NC(CCC1C=1C=C(C=CC1)[N-]CCCCCCCN1CCCCC1)=O